methyl 4-(bis(4-methoxybenzyl)amino)-1-(2-chloro-6-hydroxyphenyl)-6-oxo-1,6-dihydropyrimidine-5-carboxylate COC1=CC=C(CN(C=2N=CN(C(C2C(=O)OC)=O)C2=C(C=CC=C2O)Cl)CC2=CC=C(C=C2)OC)C=C1